bis(2,4,6-trichlorophenyloxymethyl) ether ClC1=C(C(=CC(=C1)Cl)Cl)OCOCOC1=C(C=C(C=C1Cl)Cl)Cl